3-nitryl-azapentane [N+](=O)([O-])C(CN)CC